ClC1=NC(=CC2=C1CNC2=O)C2=NN(N=C2C)C 4-chloro-6-(2,5-dimethyl-1,2,3-triazol-4-yl)-2,3-dihydro-1H-pyrrolo[4,3-c]pyridin-1-one